1,2,4,5-tetrakis(trifluoromethyl)benzene FC(C1=C(C=C(C(=C1)C(F)(F)F)C(F)(F)F)C(F)(F)F)(F)F